tert-butyl (1R)-6-methoxy-1-methyl-5-(4,4,5,5-tetramethyl-1,3,2-dioxaborolan-2-yl)-3,4-dihydro-1H-isoquinoline-2-carboxylate COC=1C(=C2CCN([C@@H](C2=CC1)C)C(=O)OC(C)(C)C)B1OC(C(O1)(C)C)(C)C